FC1=CC=C(C(=O)NC23CCC(CC2)(CC3)C(F)(F)F)C=C1 4-fluoro-N-(4-(trifluoromethyl)bicyclo[2.2.2]octan-1-yl)benzamide